6-[8-(1,3-benzothiazol-2-ylcarbamoyl)-3,4-dihydroisoquinolin-2(1H)-yl]-3-{1-[3-(methylsulfonyl)benzyl]-1H-pyrazol-4-yl}pyridine-2-carboxylic acid S1C(=NC2=C1C=CC=C2)NC(=O)C=2C=CC=C1CCN(CC21)C2=CC=C(C(=N2)C(=O)O)C=2C=NN(C2)CC2=CC(=CC=C2)S(=O)(=O)C